COC1=C(C=CC(=N1)CC1CC2(CNC2)C1)C(F)(F)F 6-((6-methoxy-5-(trifluoromethyl)pyridin-2-yl)methyl)-2-azaspiro[3.3]Heptane